(E)-2-decen-1-ol C(\C=C\CCCCCCC)O